O=C1NC(CCC1N1C(C2=CC=C(C=C2C1)CNC(CCCCCCOC1=CC2=C(N(C=N2)C2=CC=C(C=C2)NC(=O)NC2=NOC(=C2)C(C)(C)C)C=C1)=O)=O)=O 7-(1-{4-[3-(5-tert-butyl-isoxazol-3-yl)-ureido]-phenyl}-1H-benzimidazol-5-yloxy)-heptanoic acid [2-(2,6-dioxopiperidin-3-yl)-1-oxo-2,3-dihydro-1H-isoindol-5-ylmethyl]-amide